methyl-methanol CCO